methylenedodecanediamide C=C(C(=O)N)CCCCCCCCCC(=O)N